1-phenyl-hexahydropyrrolo[3,4-b]pyrrole-5(1H)-carbonitrile C1(=CC=CC=C1)N1C2C(CC1)CN(C2)C#N